OCC(=O)OCCCCCCCCCCCC dodecyl 2-hydroxyacetate